NC1=NC=CC=C1C1=NC=2C(=NC(=CC2)C2=CC=NC=C2C#N)N1C1=CC=C(C=C1)CCl 4-(2-(2-Aminopyridin-3-yl)-3-(4-(chloromethyl)phenyl)-3H-imidazo[4,5-b]pyridin-5-yl)nicotinonitrile